O1C=C(C=C1)C1C(=C(NC(=C1[N+](=O)[O-])C)C)C(=O)OCCCCN1CCN(CC1)C1=NC=CC=N1 4-(3-Furanyl)-1,4-dihydro-2,6-dimethyl-5-nitro-3-pyridinecarboxylic acid, {4-[4-(2-pyrimidinyl)-1-piperazinyl]butyl} ester